C1NCC12CC(C2)OC2=CC=CC=1N(C(N(C12)C)=O)C1C(NC(CC1)=O)=O 3-(4-((2-azaspiro[3.3]heptan-6-yl)oxy)-3-methyl-2-oxo-2,3-dihydro-1H-benzo[d]imidazol-1-yl)piperidine-2,6-dione